1,1'-(2,6-bis(bis(2-methoxyethyl)amino)pyrimido[5,4-d]pyrimidine-4,8-diyl)bis(3-(trifluoromethyl)azetidin-3-ol) COCCN(C=1N=C(C2=C(N1)C(=NC(=N2)N(CCOC)CCOC)N2CC(C2)(O)C(F)(F)F)N2CC(C2)(O)C(F)(F)F)CCOC